tert-Butyl 4-[8-methyl-6-(2-methylimidazo[1,2-a]pyridin-6-yl)-4-oxo-3,4-dihydroquinazolin-2-yl]piperidine-1-carboxylate CC=1C=C(C=C2C(NC(=NC12)C1CCN(CC1)C(=O)OC(C)(C)C)=O)C=1C=CC=2N(C1)C=C(N2)C